CN(CC(=O)NC1CCC(CC1)N1C(C=C(C2=C1N=C(N=C2)NC2=CC=C(C=C2)N2CCN(CC2)C)C#C)=O)C 2-(Dimethylamino)-N-[(1s,4s)-4-(5-ethynyl-2-{[4-(4-methylpiperazin-1-yl)phenyl]amino}-7-oxopyrido[2,3-d]pyrimidin-8-yl)cyclohexyl]acetamide